(R)-5-bromo-4-chloro-N-(1-cyclohexyl-2-(phenylamino)ethyl)-2-fluoro-N-methylbenzenesulfonamide BrC=1C(=CC(=C(C1)S(=O)(=O)N(C)[C@@H](CNC1=CC=CC=C1)C1CCCCC1)F)Cl